BrC1=C(C=C(C=C1)C1(COC1)C)F 3-(4-bromo-3-fluorophenyl)-3-methyloxetane